tert-Butyl (4S)-4-(benzyloxycarbonylamino)-4-(4,4-difluorocyclohexyl)-3-oxo-butanoate C(C1=CC=CC=C1)OC(=O)N[C@H](C(CC(=O)OC(C)(C)C)=O)C1CCC(CC1)(F)F